COC1=C(N=CC(=N1)C1=CC=C(N=N1)N(C1C[C@H]2CC[C@@H](C1)N2C(=O)OC(C)(C)C)C)C=2C=NN(C2)C2OCCCC2 tert-butyl (1R,3R,5S)-3-[(6-{6-methoxy-5-[1-(oxan-2-yl) pyrazol-4-yl] pyrazin-2-yl}pyridazin-3-yl) (methyl)amino]-8-azabicyclo[3.2.1]octane-8-carboxylate